NC1=NC=NC2=C1C(=C1C(=C[C@@H](CN21)NC(C(=C([2H])[2H])C)=O)C)C=2C=NC1=CC=CC=C1C2 (S)-N-(4-amino-6-methyl-5-(quinolin-3-yl)-8,9-dihydropyrimido[5,4-b]indolizin-8-yl)-2-methyl-3,3-dideuteroacrylamide